FC1=CC2=CC(=C1C1=NC=C3NN=C(C4=CC=CC(N5CCN(CCOC6CC(CNC2=O)C6)CC5)=C4)C3=C1)OC 37-fluoro-3-methoxy-12-oxa-7,15,18,25,26,29-hexaazaheptacyclo[22.5.2.22,5.215,18.19,11.119,23.027,31]heptatriaconta-1(29),2,4,19(32),20,22,24,27,30,36-decaen-6-one